6-(1-(6-chloropyridin-3-yl)-2,2-difluorovinyl)-1,3-dimethyl-1,3-dihydro-2H-benzo[d]imidazol-2-one ClC1=CC=C(C=N1)C(=C(F)F)C=1C=CC2=C(N(C(N2C)=O)C)C1